(S)-2-amino-N-(1-(8-((1-(2-hydroxyethyl)-1H-1,2,3-triazol-4-yl)ethynyl)-1-oxo-2-phenyl-1,2-dihydroisoquinolin-3-yl)ethyl)pyrazolo[1,5-a]pyrimidine-3-carboxamide NC1=NN2C(N=CC=C2)=C1C(=O)N[C@@H](C)C=1N(C(C2=C(C=CC=C2C1)C#CC=1N=NN(C1)CCO)=O)C1=CC=CC=C1